3-chlorophenyl-4-(5-(phenylethynyl)-3-pyridinyl)-1,3-oxazolidin-2-one ClC=1C=C(C=CC1)N1C(OCC1C=1C=NC=C(C1)C#CC1=CC=CC=C1)=O